(3S,6R,7aR,11aR)-3-isopropyl-6-methyl-9-[[4-(trifluoromethyl)phenyl]methyl]-2,3,6,7,7a,8,10,11-octahydrooxazolo[2,3-j][1,6]naphthyridin-5-one C(C)(C)[C@H]1CO[C@@]23CCN(C[C@H]3C[C@H](C(N21)=O)C)CC2=CC=C(C=C2)C(F)(F)F